N-hydroxy-4-(((1R,5S)-8-oxo-1,5,6,8-tetrahydro-2H-1,5-methanopyrido[1,2-a][1,5]diazocin-3(4H)-yl)methyl)benzamide ONC(C1=CC=C(C=C1)CN1C[C@@H]2C=3N(C[C@H](C1)C2)C(C=CC3)=O)=O